(S)-N1-(7-(3-(2,5-dioxopyrrolidin-1-yl)prop-1-yn-1-yl)-5-methyl-4-oxo-2,3,4,5-tetrahydrobenzo[b][1,4]oxazepin-3-yl)-N2-(3-fluorophenethyl)oxalamide O=C1N(C(CC1)=O)CC#CC1=CC2=C(OC[C@@H](C(N2C)=O)NC(C(=O)NCCC2=CC(=CC=C2)F)=O)C=C1